tert-butyl 3-(2-(1-amino-5-(tert-butoxy)-1,5-dioxopentan-2-yl)-1-oxoisoindolin-5-yl)morpholine-4-carboxylate NC(C(CCC(=O)OC(C)(C)C)N1C(C2=CC=C(C=C2C1)C1N(CCOC1)C(=O)OC(C)(C)C)=O)=O